O=C1N(CC2=CC(=CC=C12)N1CC2(C1)CCNCC2)[C@@H]2C(NC(CC2)=O)=O (S)-3-(1-oxo-5-(2,7-diazaspiro[3.5]non-2-yl)isoindol-2-yl)piperidine-2,6-dione